CN1C(OC(=C1)[C@@H]1N(CCC1)C(=O)OC(C)(C)C)=O tert-butyl (R)-2-(3-methyl-2-oxo-2,3-dihydrooxazol-5-yl)pyrrolidine-1-carboxylate